N,N,3,5-tetramethylaniline CC1=CC(=CC(=C1)N(C)C)C